(S)-5-{4-[4-(5-cyclopropyl-3-methylpyridin-2-yl)piperazine-1-carbonyl]-3-fluorophenyl}-5-methylimidazolidine-2,4-dione C1(CC1)C=1C=C(C(=NC1)N1CCN(CC1)C(=O)C1=C(C=C(C=C1)[C@]1(C(NC(N1)=O)=O)C)F)C